N12CCCN=C2CC1 1,5-diazabicyclo[4.2.0]oct-5-ene